O=C1NC(CCC1N1C(C2=CC=C(C=C2C1=O)NCCOCCOCCOCCOCCOCCNC(C)=O)=O)=O N-(17-((2-(2,6-dioxopiperidin-3-yl)-1,3-dioxoisoindolin-5-yl)amino)-3,6,9,12,15-pentaoxaheptadecyl)acetamide